C12CN(CC(CC1)N2)C2=NC(=C(C1=C(C(=NC=C21)C2=CC(=CC1=CC=C(C(=C21)C#C)F)O)F)C#N)C 1-(3,8-diazabicyclo[3.2.1]octan-3-yl)-6-(8-ethynyl-7-fluoro-3-hydroxy-1-naphthyl)-5-fluoro-3-methyl-2,7-naphthyridine-4-carbonitrile